[Si](C)(C)(C(C)(C)C)C([C@@H]1[C@H](C[C@@H](O1)N1C=NC=2C(O)=NC=NC12)O)O 5'-TBDMSdeoxyinosine